CN1C=CC2=C1C(=C1C=NN(C1=C2)C2OCCCC2)B(O)O (5-methyl-1-(tetrahydro-2H-pyran-2-yl)-1,5-dihydropyrrolo[2,3-f]indazol-4-yl)boronic acid